C(C#CC)(=O)N1[C@@H](CCC1)C1=NC(=C2N1C=CN=C2)C2=CC=C(C(=O)NC1=NC=CC=C1)C=C2 (S)-4-(3-(1-(but-2-ynoyl)pyrrolidin-2-yl)imidazo[1,5-a]pyrazin-1-yl)-N-(pyridin-2-yl)benzamide